FC(C(=O)[O-])C(=O)[O-].[Na+].[Na+] sodium fluoromalonate